methyl 3,4-epoxycyclohexanecarboxylate C1(CC2C(CC1)O2)C(=O)OC